(3-chloro-2-fluorophenyl)boron 4-thio-pseudouridine-5'-phosphate P(=O)([O-])([O-])OC[C@@H]1[C@H]([C@H]([C@@H](O1)C1=CNC(=O)NC1=S)O)O.ClC=1C(=C(C=CC1)[B+2])F